C(CCC)N1N=NN=C1C(C=1C=C(C=CC1)O)N1CCN(CC1)C1=NC=CC=C1C(F)(F)F 3-((1-butyl-1H-tetrazol-5-yl)(4-(3-(trifluoromethyl)pyridin-2-yl)piperazin-1-yl)methyl)phenol